OCCOC1=NC(=CC=C1)N1CCOCC1 2-(2-hydroxyethoxy)-6-(morpholin-4-yl)pyridin